tert-butyl (S)-3-((5-((S)-2-ethylpiperazine-1-carbonyl)-4'-fluoro-[1,1'-biphenyl]-2-yl)oxy)pyrrolidine-1-carboxylate C(C)[C@@H]1N(CCNC1)C(=O)C=1C=CC(=C(C1)C1=CC=C(C=C1)F)O[C@@H]1CN(CC1)C(=O)OC(C)(C)C